(cis)-4-methylcyclohexan-1-ol C[C@H]1CC[C@H](CC1)O